2,5-bis((Z)-1,2-bis(4-methoxyphenyl)vinyl)-1-methyl-1H-pyrrole COC1=CC=C(C=C1)/C(=C/C1=CC=C(C=C1)OC)/C=1N(C(=CC1)\C(=C/C1=CC=C(C=C1)OC)\C1=CC=C(C=C1)OC)C